5-[4-amino-5-(trifluoromethyl)pyrrolo[2,1-f][1,2,4]triazin-7-yl]-N-[(3R,4S)-1-(2,6-difluorobenzoyl)-4-fluoropyrrolidin-3-yl]-2-methylbenzamide NC1=NC=NN2C1=C(C=C2C=2C=CC(=C(C(=O)N[C@@H]1CN(C[C@@H]1F)C(C1=C(C=CC=C1F)F)=O)C2)C)C(F)(F)F